N(=O)OC(C)(C)C tertiarybutyl nitrite